2-(5-bromopyridin-2-yl)-6,6-difluoro-2-azaspiro[3.3]heptane BrC=1C=CC(=NC1)N1CC2(C1)CC(C2)(F)F